[N+](=O)([O-])C1=CC=C(C=C1)C1(C(NC(N1)=O)=O)C1=CC=C(C=C1)[N+](=O)[O-] 5,5-bis(4-nitrophenyl)imidazolidine-2,4-dione